C(C1(C)C(C)(C)C(C(=O)[O-])CC1)(=O)[O-].[Zn+2] zinc camphorate